N-[(E)-(1-hydroxy-3H-2,1-benzoxaborol-5-yl)methyleneamino]-6-methyl-thieno[3,2-d]pyrimidin-4-amine OB1OCC2=C1C=CC(=C2)\C=N\NC=2C1=C(N=CN2)C=C(S1)C